FC1=C(C=C2C(=N1)C(=C(N2)C2=CC(=NC=C2)NC([C@H](C)C2=CC=C(C=C2)F)=O)C2=NC=CC=C2)C |r| (2RS)-N-{4-[5-fluoro-6-methyl-3-(pyridin-2-yl)-1H-pyrrolo[3,2-b]pyridin-2-yl]pyridin-2-yl}-2-(4-fluorophenyl)propanamide